7-(2-fluoro-6-methyl-phenyl)isoquinolin-5-amine FC1=C(C(=CC=C1)C)C=1C=C(C=2C=CN=CC2C1)N